C(C)(=O)N1CC(C1)OC1=NC=CC=C1C=1C=NN2C1N=C(C=C2)N2CCN(CC2)C(=O)O[C@@H]2CNC(C2)=O (S)-5-oxopyrrolidin-3-yl 4-(3-(2-((1-acetylazetidin-3-yl)oxy)pyridin-3-yl)pyrazolo[1,5-a]pyrimidin-5-yl)piperazine-1-carboxylate